tetradecylammonium phosphate P(=O)([O-])([O-])[O-].C(CCCCCCCCCCCCC)[NH3+].C(CCCCCCCCCCCCC)[NH3+].C(CCCCCCCCCCCCC)[NH3+]